[Cl-].C1(=CC=CC=C1)[Zn+] phenylzinc(II) chloride